4-(4-bromo-2,3,6-trifluorophenyl)morpholine BrC1=C(C(=C(C(=C1)F)N1CCOCC1)F)F